2-((3-(3-chloro-5-methyl-8,9-dihydropyrido[3',2':4,5]pyrrolo[1,2-a]pyrazin-7(6H)-yl)-3-oxopropoxy)methyl)azetidin ClC1=CC=2C(=C3N(CCN(C3)C(CCOCC3NCC3)=O)C2N=C1)C